COC1=CC=C(C=C1)CN1C(N(CCC1=O)C1=CN=C2N1C=CC=C2N2[C@@H]1CN([C@H](C2)C1)C(=O)OC(C)(C)C)=O Tert-butyl (1S,4S)-5-[3-[3-[(4-methoxyphenyl)methyl]-2,4-dioxo-hexahydropyrimidin-1-yl] imidazo[1,2-a]pyridin-8-yl]-2,5-diazabicyclo[2.2.1]heptane-2-carboxylate